(2-((5-carbamoyl-4-ethynyl-1H-indol-7-yl)oxy)ethyl)carbamic acid tert-butyl ester C(C)(C)(C)OC(NCCOC=1C=C(C(=C2C=CNC12)C#C)C(N)=O)=O